O=C1N(C(=NC2=CC=CC(=C12)CCCCCCCCN[C@@H]1[C@@]2(CC[C@H](C1)C2(C)C)C)C(F)(F)F)[C@@H]2C(NC(CC2)=O)=O (S)-3-(4-oxo-2-(trifluoromethyl)-5-(8-(((1R,2S,4R)-1,7,7-trimethylbicyclo[2.2.1]heptan-2-yl)amino)octyl)quinazolin-3(4H)-yl)piperidine-2,6-dione